L-(+)-2-amino-6-phosphonohexanoic acid C(CCP(=O)(O)O)C[C@@H](C(=O)O)N